8-[(2,5-difluorophenyl)methyl]imidazo[1,2-a]pyrazine-6-carbonitrile FC1=C(C=C(C=C1)F)CC=1C=2N(C=C(N1)C#N)C=CN2